FC1=CC=C(CC2COC3(N(C2=O)C)C=CC(C=C3)=O)C=C1 3-(4-fluoro-benzyl)-5-methyl-1-oxa-5-azaspiro[5.5]undec-7,10-diene-4,9-dione